CC=1C(=NOC1C)N(S(=O)(=O)C=1C(=CC=CC1)C1=C(C=C(C=C1)CN1C(=NC2=C1C=C(C=C2C)C2=NC1=C(N2C)C=CC=C1)C)COCC)COC N-(4,5-dimethylisoxazol-3-yl)-2'-(ethoxymethyl)-N-(methoxymethyl)-4'-((1,2',7'-trimethyl-1H,3'H-[2,5'-bibenzo[d]imidazol]-3'-yl)methyl)-[1,1'-biphenyl]-2-sulfonamide